C(C=C)(=O)OC(C(C)(COC(C=C)=O)C)OCCC propoxyneopentyl glycol diacrylate